C(CCCCCCCCCCCCCCCCCCC)(=O)OCC(OC(CCCCCCCCCCCCCCCCCCC)=O)COC(CCCCCCCCCCCCCCCCCCC)=O glycerol triarachidate